OCC1=NC(=CC=C1)CO 2,6-BIS(HYDROXYMETHYL)PYRIDIN